tris(8-hydroxyquinoline) indium [In].OC=1C=CC=C2C=CC=NC12.OC=1C=CC=C2C=CC=NC12.OC=1C=CC=C2C=CC=NC12